7-hexadecyl-benzo[c]acridine C(CCCCCCCCCCCCCCC)C1=C2C=CC=CC2=NC=2C3=C(C=CC12)C=CC=C3